O=C1NC(CCC1N1C(C2=CC=CC(=C2C1=O)NCCCCNC(OC(C)(C)C)=O)=O)=O tert-butyl (4-((2-(2,6-dioxopiperidin-3-yl)-1,3-dioxoisoindolin-4-yl)amino)butyl)carbamate